cobalt bis(benzoylacetone) C(C1=CC=CC=C1)(=O)CC(C)=O.C(C1=CC=CC=C1)(=O)CC(C)=O.[Co]